1-(3-methyl-4-phenoxyphenyl)-3-(3-methylphenyl)-1,3,5-triazinane-2,4,6-trione CC=1C=C(C=CC1OC1=CC=CC=C1)N1C(N(C(NC1=O)=O)C1=CC(=CC=C1)C)=O